1-methyl-6-nitroquinolin-2(1H)-one CN1C(C=CC2=CC(=CC=C12)[N+](=O)[O-])=O